N1C=NC(=C1)C1CN(CC1)C1=CC(=NC=N1)C1=CN=C2N1N=C(C=C2)C(F)F 3-(6-(3-(1H-imidazol-4-yl)pyrrolidin-1-yl)pyrimidin-4-yl)-6-(difluoromethyl)imidazo[1,2-b]pyridazine